3-(bis(4-methoxyphenyl)(phenyl)methoxy)propan-1-ol COC1=CC=C(C=C1)C(OCCCO)(C1=CC=CC=C1)C1=CC=C(C=C1)OC